CN1N=NN=C1N1C(=NC2=C1C=CC=C2)OCC2=CC=CC(=N2)NCCCC(C)C 6-(((1-(1-Methyl-1H-tetrazol-5-yl)-1H-benzo[d]imidazol-2-yl)oxy)methyl)-N-(4-methylpentyl)pyridin-2-amine